N-(cyclopropylmethyl)-4-{2-[(5-fluoropyridin-2-yl)amino]-2-oxoethyl}-6-[(2S)-1-methoxyprop-2-yl]-5,8-dioxo-5,6,7,8-tetrahydro-4H-pyrazolo[1,5-a]pyrrolo[3,4-d]pyrimidine-2-carboxamide C1(CC1)CNC(=O)C1=NN2C(N(C3=C(C2=O)CN(C3=O)[C@H](COC)C)CC(=O)NC3=NC=C(C=C3)F)=C1